(2R,5S)-tert-butyl 5-(4-chlorobenzyl)-2-(4-methyloxazol-2-yl)morpholine-4-carboxylate ClC1=CC=C(C[C@H]2CO[C@H](CN2C(=O)OC(C)(C)C)C=2OC=C(N2)C)C=C1